ClC1=C(C=CC(=C1)OCCN1CCNCC1)C=1N(C2=NC=NC(=C2N1)OC1(CC1)C)CCC1=NC=CC=C1 8-(2-chloro-4-(2-(piperazin-1-yl)ethoxy)phenyl)-6-(1-methylcyclopropoxy)-9-(2-(pyridin-2-yl)ethyl)-9H-purine